C(C=CCCCCCCC)(=O)[O-].[Zn+2].C(C=CCCCCCCC)(=O)[O-] zinc 2-decenate